FC1=C(C=C(C=C1)NC(=O)C=1N(C(=C(C1C)C(C(N[C@](C#C)(C)CO)=O)=O)C)C)C(F)(F)F N-[4-fluoro-3-(trifluoromethyl)phenyl]-1,3,5-trimethyl-4-[2-oxo-2-[[(1S)-1-(hydroxymethyl)-1-methyl-prop-2-ynyl]amino]acetyl]pyrrole-2-carboxamide